CC=1N=CC(=NC1)[C@@H](C)NC(C1=CC(=CC(=C1)OC=1SC=CN1)C=1SC(=CN1)C)=O N-[(1R)-1-(5-Methylpyrazin-2-yl)ethyl]-3-(5-methyl-1,3-thiazol-2-yl)-5-(1,3-thiazol-2-yloxy)benzamide